C(C)(C)C1CCC2=C(CN1)C=CC(=C2)N 3-isopropyl-2,3,4,5-tetrahydro-1H-benzo[c]azepin-7-amine